CN(C1=CC=C(C=C1)N)C N4,N4-dimethylbenzene-1,4-diamine